1-(4-((4-((5-(furan-2-yl)-2-methoxyphenyl)amino)-7-methoxyquinazolin-6-yl)oxy)piperidin-1-yl)prop-2-en-1-one O1C(=CC=C1)C=1C=CC(=C(C1)NC1=NC=NC2=CC(=C(C=C12)OC1CCN(CC1)C(C=C)=O)OC)OC